C1=CC=C(C=2SC3=C(C21)C=CC=C3)C=3C=C(C=C(C3)C3=CC=C(C=C3)C3=CC=CC=C3)B3OC(C(O3)(C)C)(C)C 2-(5-(dibenzo[b,d]thiophen-4-yl)-[1,1':4',1''-terphenyl]-3-yl)-4,4,5,5-tetramethyl-1,3,2-dioxaborolane